C(#N)C1=C(NC(C=C1O)=O)C1=CC=C(CC=2C(=C(C(=O)N)C=C(C2)F)OC)C=C1 (4-(3-cyano-4-hydroxy-6-oxo-1,6-dihydropyridin-2-yl)benzyl)-5-fluoro-2-methoxybenzamide